2,3-dihydropyrazolo[1,2-a]indazol-9(1H)-one C1CCN2N1C(C=1C=CC=CC21)=O